CNCC(C(C(C(C(C(CO)O)O)O)O)O)O 8-(methylamino)octane-1,2,3,4,5,6,7-heptol